C[C@H]1N(CCN(C1)C)C=1C=C2C(NC(=NC2=CC1)C1=NN2C(C(=NC(=C2)C)C)=C1)=O (R)-6-(2,4-Dimethylpiperazin-1-yl)-2-(4,6-dimethylpyrazolo[1,5-a]pyrazin-2-yl)-quinazolin-4(3H)-one